COC(=O)C1(C(CCC1)C(=O)OC)OCC1=CC=CC=C1 (benzyloxy)cyclopentane-1,2-dicarboxylic acid dimethyl ester